1-(2-{[2-(3-chloropyridin-4-yl)pyrido[3,4-d]pyrimidin-4-yl]amino}-2-methylpropoxy)-2-methylpropan-2-ol ClC=1C=NC=CC1C=1N=C(C2=C(N1)C=NC=C2)NC(COCC(C)(O)C)(C)C